FC1=C(C(=CC=C1)F)NC1=NC=C(C(=N1)NC1=CC=C2CCNCC2=C1)C=1C=NN(C1)C N2-(2,6-difluorophenyl)-5-(1-methyl-1H-pyrazol-4-yl)-N4-(1,2,3,4-tetrahydroisoquinolin-7-yl)pyrimidine-2,4-diamine